COC(=O)C1=CN(C(C(=C1)C=1C=NN(C1OCCN(CC(F)F)CCNC1=C(C=CC(=C1)Br)N)C)=O)C methyl-5-{5-[2-({2-[(2-amino-5-bromophenyl) amino] ethyl} (2,2-difluoroethyl) amino) ethoxy]-1-methylpyrazol-4-yl}-1-methyl-6-oxopyridine-3-carboxylate